CN(CCCNC(CO)=O)C N,N-dimethyl-N'-glycolyl-1,3-propanediamine